C(CCCCCCC)[Si](I)(I)CCCCCCCC dioctyldiiodosilane